(2-Hydroxyethyl)-triethylammonium iodide [I-].OCC[N+](CC)(CC)CC